N(=C=S)C=1C=C(C(=NC1)C)C=1C=NC2=CC(=NC=C2C1)N(C)CC1=CC=C(C=C1)OC 3-(5-isothiocyanato-2-methylpyridin-3-yl)-N-(4-methoxybenzyl)-N-methyl-1,6-naphthyridin-7-amine